6-benzyl-1,2,3,6-tetrahydro-7H-pyrrolo[2,3-c]pyridin-7-one C(C1=CC=CC=C1)N1C(C2=C(C=C1)CCN2)=O